N1CC(C1)OC1=CC=C(C(=O)N2CCN(CC2)C(\C=C\C2=CC=C(C=C2)Br)=O)C=C1 (E)-1-(4-(4-(azetidin-3-yloxy)benzoyl)piperazin-1-yl)-3-(4-bromophenyl)prop-2-en-1-one